N-[[(8R,9aS)-8-(2,3-dichloro-6-hydroxyphenyl)-4-oxo-hexahydro-1H-pyrido[2,1-c][1,4]oxazin-3-yl]methyl]acetamide ClC1=C(C(=CC=C1Cl)O)[C@H]1C[C@H]2COC(C(N2CC1)=O)CNC(C)=O